5-(1-(2,2-difluoroethyl)-2-methyl-1H-imidazo[4,5-b]pyridin-6-yl)-N-(6,6-difluorospiro[3.3]heptan-2-yl)pyrrolo[2,1-f][1,2,4]triazin-2-amine FC(CN1C(=NC2=NC=C(C=C21)C=2C=CN1N=C(N=CC12)NC1CC2(C1)CC(C2)(F)F)C)F